ClC1=C(C=C(OCC(=O)NC23CC(C2)(C3)C(=O)NCC3=CC=NN3C)C=C1)F 3-[2-(4-chloro-3-fluorophenoxy)acetamido]-N-[(1-methyl-1H-pyrazol-5-yl)methyl]bicyclo[1.1.1]pentane-1-carboxamide